C(C)(C)(C)OC(=O)N1[C@@H](C[C@H](C1)NC(=O)C=1OC(=CN1)C1=CC(=CC=C1)C1CC1)CN1N=NC=C1 (2s,4r)-2-((1H-1,2,3-triazol-1-yl)methyl)-4-(5-(3-cyclopropylphenyl)-oxazole-2-carboxamido)pyrrolidine-1-carboxylic acid tert-butyl ester